FC=1C(=NC(=NC1)NC=1C(=NN(C1)C)OC)C1=CNC2=C(C=CC=C12)NC(=O)[C@@H]1N(CCC1)C1CCNCC1 (R)-N-(3-(5-fluoro-2-((3-methoxy-1-methyl-1H-pyrazol-4-yl)amino)pyrimidin-4-yl)-1H-indol-7-yl)-1-(piperidin-4-yl)pyrrolidine-2-carboxamide